C1(CC1)NCC[C@H]1[C@@H]([C@H](CC=2NC3=CC=CC=C3C12)C1=CC=C(C=C1)C)N (2R,3R,4R)-4-[2-(Cyclopropylamino)ethyl]-2-(4-methylphenyl)-2,3,4,9-tetrahydro-1H-carbazol-3-amine